(2S,3R)-2-((((9H-fluoren-9-yl)methoxy)carbonyl)amino)-3-azidobutanoic acid C1=CC=CC=2C3=CC=CC=C3C(C12)COC(=O)N[C@H](C(=O)O)[C@@H](C)N=[N+]=[N-]